(S)-5-(5,5-difluoro-4-hydroxy-3-(trifluoromethyl)-5,6-dihydropyrrolo[b]pyrrol-1(4H)-yl)-3-(difluoromethyl)-2-fluorobenzonitrile FC1([C@H](C2=C(N1)N(C=C2C(F)(F)F)C=2C=C(C(=C(C#N)C2)F)C(F)F)O)F